BrC=1C=C2C(=CC(NC2=CC1)=O)C(=O)N1C(CN(CC1)C1=CC(=C(C=C1)Cl)Cl)C 6-bromo-4-(4-(3,4-dichlorophenyl)-2-methylpiperazine-1-carbonyl)quinolin-2(1H)-one